(2R,4R)-1-(3-chloro-2-fluoro-6-methylbenzyl)-4-((3-fluoro-6-((5-methyl-1H-pyrazol-3-yl)amino)-pyridin-2-yl)methyl)-2-methyl-piperidine-4-carboxylic acid ClC=1C(=C(CN2[C@@H](C[C@@](CC2)(C(=O)O)CC2=NC(=CC=C2F)NC2=NNC(=C2)C)C)C(=CC1)C)F